(2S,3S)-ethylene oxide C1CO1